nonadecyl decanoate C(CCCCCCCCC)(=O)OCCCCCCCCCCCCCCCCCCC